(4S)-pyridinyloxyoxazoline N1=C(C=CC=C1)OC=1OCCN1